2-[(2-iodo-4-methyl-imidazol-1-yl)methoxy]ethyl-trimethyl-silane IC=1N(C=C(N1)C)COCC[Si](C)(C)C